5-[(2S)-2-[(2S,5S)-5-[2-[4-(5-chloropyridin-2-yl)piperazin-1-yl]-2-oxoethyl]oxolan-2-yl]pyrrolidin-1-yl]-4-(trifluoromethyl)-2,3-dihydropyridazin-3-one ClC=1C=CC(=NC1)N1CCN(CC1)C(C[C@@H]1CC[C@H](O1)[C@H]1N(CCC1)C1=C(C(NN=C1)=O)C(F)(F)F)=O